5-(Aminomethyl)-5-(5-fluoro-6-(4-fluorophenyl)-4-(2-hydroxypropan-2-yl)pyridin-2-yl)tetrahydrofuran-3-ol NCC1(CC(CO1)O)C1=NC(=C(C(=C1)C(C)(C)O)F)C1=CC=C(C=C1)F